C(C)O\N=C(/N)\C1=CC=C(C=N1)S(=O)(=O)C (Z)-6-(N'-ethoxycarbamimidoyl)-3-(methylsulfonyl)pyridine